Dimethyl 9H-pyrido[3,4-b]indole-1,3-dicarboxylate C1(=NC(=CC2=C1NC1=CC=CC=C21)C(=O)OC)C(=O)OC